FC1=C(C=C(C=C1)NC(=O)C=1C(N(C(=CC1)C)C1=CC=C(C=C1)F)=O)C1=CNC2=NC=C(C=C21)C2=CC(=CC=C2)CN2CCN(CC2)C 1-(4-Fluoro-phenyl)-6-methyl-2-oxo-1,2-dihydro-pyridine-3-carboxylic acid (4-fluoro-3-{5-[3-(4-methyl-piperazin-1-ylmethyl)-phenyl]-1H-pyrrolo[2,3-b]pyridin-3-yl}-phenyl)-amide